5-amino-N-(3-chloro-4-fluorophenyl)-1-methyl-3-(5-(((R)-1,1,1-trifluoropropan-2-yl)amino)octahydropentalen-2-yl)-1H-pyrazole-4-carboxamide NC1=C(C(=NN1C)C1CC2CC(CC2C1)N[C@@H](C(F)(F)F)C)C(=O)NC1=CC(=C(C=C1)F)Cl